(S)-1-(2-((1-(2,2-difluoroethyl)-1H-pyrazol-3-yl)sulfonyl)-2,6-dihydropyrrolo[3,4-c]pyrazol-5(4H)-yl)-2-(3-fluoropyridin-2-yl)-3-hydroxypropan-1-one FC(CN1N=C(C=C1)S(=O)(=O)N1N=C2C(=C1)CN(C2)C([C@H](CO)C2=NC=CC=C2F)=O)F